C(C)(C)(C)OC(=O)N1C(=CC(=C1)N1N=NC(=C1)C=1C=NC(=CC1)N)C(NC1=CC(=C(C=C1)Cl)C(F)(F)F)=O 4-(4-(6-aminopyridin-3-yl)-1H-1,2,3-triazol-1-yl)-2-((4-chloro-3-trifluoromethylphenyl)carbamoyl)pyrrole-1-carboxylic acid tert-butyl ester